OC1C(OC2=C(C(=CC(=C2C1=O)OCO)OCO)O)C1=CC(=C(C(=C1)OCO)OCO)O 3,8-dihydroxy-2-(3-hydroxy-4,5-bis(hydroxymethoxy)phenyl)-5,7-bis(hydroxymethoxy)chroman-4-one